(S)-N-(1-ethylpiperidin-3-yl)-3-(1H-imidazol-1-yl)benzamide C(C)N1C[C@H](CCC1)NC(C1=CC(=CC=C1)N1C=NC=C1)=O